2-(2-(2-methoxyphenyl) hydrazino)-3-oxoglutarate COC1=C(C=CC=C1)NNC(C(=O)[O-])C(CC(=O)[O-])=O